O[C@]12[C@@H]3CC[C@@H]4C[C@H](CC[C@@]4([C@H]3CC[C@@]2([C@H](CC1)C=1C=CC(OC1)=O)C)C)NC(=O)N1CCN(CC1)C N-((3S,5R,8R,9S,10S,13R,14S,17R)-14-hydroxy-10,13-dimethyl-17-(2-oxo-2H-pyran-5-yl)hexadecahydro-1H-cyclopenta[a]phenanthren-3-yl)-4-methylpiperazine-1-carboxamide